1-(2,3,8,8-tetramethyl-1,2,3,4,5,6,7,8-octahydronaphthalen-2-yl)ethanone tert-Butyl-7-hydroxy-3,4-dihydroisoquinoline-2(1H)-carboxylate C(C)(C)(C)OC(=O)N1CC2=CC(=CC=C2CC1)O.CC1(CC=2C(CCCC2CC1C)(C)C)C(C)=O